OCCNC(O[C@@H]1CC[C@H](CC1)C(N(C1=CC(=CC=C1)C=1C=NN(C1)C1CC1)C[C@@H]1CC[C@H](CC1)C1=NC(=C(C=C1)OC)C#N)=O)=O trans-4-(((trans-4-(6-Cyano-5-methoxypyridin-2-yl)cyclohexyl)methyl)(3-(1-cyclopropyl-1H-pyrazol-4-yl)phenyl)carbamoyl)cyclohexyl (2-hydroxyethyl)carbamate